tri(monochloropropyl) phosphate P(=O)(OCCCCl)(OCCCCl)OCCCCl